tert-butyl (2-(2-oxo-1,2-dihydropyrimidin-5-yl)phenyl)carbamate O=C1NC=C(C=N1)C1=C(C=CC=C1)NC(OC(C)(C)C)=O